2-(5-(cyclopropylmethyl)-3-(3',5'-difluoro-[1,1'-biphenyl]-3-yl)-4-(3-fluoro-4-sulfamoylbenzyl)-1H-pyrazol-1-yl)thiazole-4-carboxylic acid C1(CC1)CC1=C(C(=NN1C=1SC=C(N1)C(=O)O)C=1C=C(C=CC1)C1=CC(=CC(=C1)F)F)CC1=CC(=C(C=C1)S(N)(=O)=O)F